O1C=CC2=C1C=CC(=C2)S(=O)(=O)N2CC1=C(C2)CN(C1)C(=O)[C@H]1[C@H](C1)C1=CC=CC=C1 (5-(Benzofuran-5-ylsulfonyl)-3,4,5,6-tetrahydropyrrolo[3,4-c]pyrrol-2(1H)-yl)((cis)-2-phenylcyclopropyl)methanone